ClC1=C(C(=O)N)C=C(C=C1)O 2-chloro-5-hydroxybenzamide